C1(CC1)C1=CC(=C(C=C1)NC1=CC(=NC=C1C(=O)NOCC)NC1=NC=C(C=C1)F)N(S(=O)(=O)C)C 4-((4-Cyclopropyl-2-(N-methylmethanesulfonamido)phenyl)amino)-N-ethoxy-6-((5-fluoropyridin-2-yl)amino)nicotinAmide